FC1=CC=C(C=C1)C(CC=C)NC1=C(C=C(C(=N1)C(=O)NN)[N+](=O)[O-])C(F)(F)F 6-[1-(4-fluorophenyl)but-3-enylamino]-3-nitro-5-(trifluoromethyl)pyridine-2-carbohydrazide